6-(1-fluorocyclopropyl)-2-(methoxymethyl)imidazo[2,1-b][1,3,4]thiadiazole FC1(CC1)C=1N=C2SC(=NN2C1)COC